4-(8-Amino-3-((6'R,8a'S)-1',1'-difluoro-3'-oxohexahydro-1'H-spiro[cyclopropan-1,2'-indolizin]-6'-yl)imidazo[1,5-a]pyrazin-1-yl)-3-ethoxy-N-(4-(trifluoromethyl)pyridin-2-yl)benzamid NC=1C=2N(C=CN1)C(=NC2C2=C(C=C(C(=O)NC1=NC=CC(=C1)C(F)(F)F)C=C2)OCC)[C@H]2CN1C(C3(C([C@@H]1CC2)(F)F)CC3)=O